N1=CC=C2N1C1=C(C=N2)N(CC12CC2)C(=O)N spiro[cyclopropane-1,8'-pyrazolo[1,5-a]pyrrolo[2,3-e]pyrimidine]-6'(7'H)-carboxamide